[Na+].[NH+]=1NN=NC1 tetrazolium, monosodium salt